(2S)-2-hydroxy-1-((3aR,5R,6aS)-5-((5-(4-(1-hydroxyethyl)-[2,5'-bithiazol]-2'-yl)-1H-pyrrolo[2,3-b]pyridin-4-yl)amino)hexahydrocyclopenta[c]pyrrol-2(1H)-yl)propan-1-one O[C@H](C(=O)N1C[C@@H]2[C@H](C1)CC(C2)NC2=C1C(=NC=C2C=2SC(=CN2)C=2SC=C(N2)C(C)O)NC=C1)C